FC1=CC=C(C=C1)C=1C=C2C(=NC=NC2=C(C1)C1=CN=NC=C1)N[C@H](C)C=1C=NC(=NC1)C(F)(F)F (R)-6-(4-fluorophenyl)-8-(pyridazin-4-yl)-N-(1-(2-(trifluoromethyl)pyrimidin-5-yl)ethyl)quinazolin-4-amine